(2,4,6-tris(thien-2-yl)-1,3,5-triazine) sodium [Na].S1C(=CC=C1)C1=NC(=NC(=N1)C=1SC=CC1)C=1SC=CC1